BrC1=C2C=NN(C2=C(C(=C1Cl)F)N)C1OCCCC1 4-bromo-5-chloro-6-fluoro-1-(tetrahydro-2H-pyran-2-yl)-1H-indazol-7-amine